1-[3-chloro-2-[[1-(4-chlorophenyl)-1H-pyrazol-3-yl]oxymethyl]phenyl]-4-methyltetrazol-5-one ClC=1C(=C(C=CC1)N1N=NN(C1=O)C)COC1=NN(C=C1)C1=CC=C(C=C1)Cl